C(CCCC=C)C1C2C=CC(C1)C2 5-(5-hexenyl)-2-norbornene